6,6-dimethylfulvene CC(=C1C=CC=C1)C